CC1(C(CCC1)N1CC(C1)C(=O)NC=1C=C(C(=NC1)C)NC(=O)C=1C=NN2C1SC(=C2)C=2C=NN(C2)C)C N-(5-(1-(2,2-dimethylcyclopentyl)azetidine-3-carboxamido)-2-methylpyridin-3-yl)-2-(1-methyl-1H-pyrazol-4-yl)pyrazolo[5,1-b]thiazole-7-carboxamide